C(C)OC1=CC=CC(=N1)C(S(=O)(=O)N)(C1(CC1)O)C1=CN=C2C(=N1)NC=N2 6-ethoxypyridin-2-yl-1H-imidazo[4,5-b]pyrazin-6-yl-1-(1-hydroxycyclopropyl)methanesulfonamide